aminoadipate C(CC(C(=O)O)N)CC(=O)O